ClC1=CC(=C(N=N1)C(=O)[O-])NC1=C(C(=C(C=C1)C1CCOCC1)F)C 6-chloro-4-((3-fluoro-Methyl 4-(tetrahydro-2H-pyran-4-yl)phenyl)amino)pyridazine-3-carboxylate